FC(OC1=NC=CC(=C1)C(CO)NC(=O)NC1CC(C1)C(F)(F)F)F 1-[1-[2-(difluoromethoxy)pyridin-4-yl]-2-hydroxyethyl]-3-[(1r,3r)-3-(trifluoromethyl)cyclobutyl]urea